1-butenyl-3-ethylimidazole C(=CCC)N1CN(C=C1)CC